3-((4-(5-(difluoromethyl)-1,3,4-oxadiazol-2-yl)-2-fluorobenzyl)(3,4-difluorophenyl)amino)-4-(4-methylpiperazin-1-yl)cyclobut-3-ene-1,2-dione FC(C1=NN=C(O1)C1=CC(=C(CN(C=2C(C(C2N2CCN(CC2)C)=O)=O)C2=CC(=C(C=C2)F)F)C=C1)F)F